6,7-dimethoxyazacyclooct-4-yne COC1C#CCCNCC1OC